[K+].C(CC)(=O)[O-] propionic acid potassium salt